6-(2-Aminoisobutyrylamino)-3-fluoro-2-(trifluoromethyl)benzonitrile hydrochloride Cl.NC(C(=O)NC1=CC=C(C(=C1C#N)C(F)(F)F)F)(C)C